C(CC)C(C(=O)O)=CC1=CC=CC=C1 n-propyl-cinnamic acid